(5-(2-(4-fluoro-3-methoxy-5-methylphenylamino)-5-methylpyrimidin-4-ylamino)-2-oxobenzo[d]oxazol-3(2H)-yl)methyl dihydrogen phosphate P(=O)(OCN1C(OC2=C1C=C(C=C2)NC2=NC(=NC=C2C)NC2=CC(=C(C(=C2)C)F)OC)=O)(O)O